tert-butyl 9-oxa-2,6-diazaspiro[4.5]decane-2-carboxylate C1N(CCC12NCCOC2)C(=O)OC(C)(C)C